l-3-(3,4-dihydroxyphenyl)alanine OC=1C=C(C=CC1O)C[C@H](N)C(=O)O